(2R,6R)-N-[2-(1-benzylpiperidin-4-yl)ethyl]-4-(5-chloropyrimidin-2-yl)-2,6-dimethylpiperazine-1-carboxamide C(C1=CC=CC=C1)N1CCC(CC1)CCNC(=O)N1[C@@H](CN(C[C@H]1C)C1=NC=C(C=N1)Cl)C